N[C@@H]1C2=CC=CC=C2CC12CCN(CC2)C=2N(C(C(=CN2)C#CCC2=CC(=C(C#N)C(=C2)O)O)=O)C (S)-4-(3-(2-(1-amino-1,3-dihydro-spiro[indene-2,4'-piperidin]-1'-yl)-1-methyl-6-oxo-1,6-dihydropyrimidin-5-yl)prop-2-yn-1-yl)-2,6-dihydroxybenzonitrile